NC=1C=C(C=CC1)C(C(C(=O)OCC)O)C cis-ethyl 3-(3-aminophenyl)-2-hydroxybutanoate